NC1=CC=C(OC2=C(C=CC=C2)OC2=C(C=CC=C2)OC2=CC=C(C=C2)N)C=C1 4-aminophenoxy[phenyl]ether